N1=C(C=NC=C1)[C@H]1N(OCC1)C(=O)[C@@H]1CC[C@H](CC1)CN1N=CC2=CC=C(C=C12)C#N trans-1-[[4-[(3S)-3-pyrazin-2-ylisoxazolidine-2-carbonyl]cyclohexyl]methyl]indazole-6-carbonitrile